5-(3-isopropyl-2-methyl-3H-imidazo[4,5-b]pyridin-5-yl)-N-(1-methylpiperidin-4-yl)-7H-pyrrolo[2,3-d]pyrimidin-2-amine C(C)(C)N1C(=NC=2C1=NC(=CC2)C2=CNC=1N=C(N=CC12)NC1CCN(CC1)C)C